2-azaspiro[3.3]heptane oxalate C(C(=O)O)(=O)O.C1NCC12CCC2